C[N+](CCOC)(CC)CC N-methyl-N,N-diethyl-N-methoxyethylammonium